FC(C(=O)O)(F)F.NC=1C(=NC(=CN1)C=1C=NN(C1)C)C=1C=CC(N(N1)C1=C(C(=CC(=C1)OC)OC)Cl)=O 6-(3-amino-6-(1-methyl-1H-pyrazol-4-yl)pyrazin-2-yl)-2-(2-chloro-3,5-dimethoxyphenyl)pyridazin-3(2H)-one (2,2,2-trifluoroacetate) salt